BrC=1C=2N(C=C(C1)C=1C=NC(=CC1)N1CCOCC1)N=CC2C#N 4-bromo-6-(6-morpholino-3-pyridyl)pyrazolo[1,5-a]pyridine-3-carbonitrile